(1s,4s)-4-(7-(bromomethyl)-5-methyl-2-oxo-1,2-dihydroquinazolin-3(4H)-yl)-N-(3-methoxy-4-methylphenyl)cyclohexanecarboxamide BrCC1=CC(=C2CN(C(NC2=C1)=O)C1CCC(CC1)C(=O)NC1=CC(=C(C=C1)C)OC)C